tert-butyl N-[(tert-butoxy)carbonyl]-N-[5-chloro-6-(4-methanesulfonylphenyl)pyridin-2-yl]carbamate C(C)(C)(C)OC(=O)N(C(OC(C)(C)C)=O)C1=NC(=C(C=C1)Cl)C1=CC=C(C=C1)S(=O)(=O)C